The molecule is a N2-acyl-L-ornithine. It has a role as an Escherichia coli metabolite. It is a conjugate acid of a N(2)-succinyl-L-ornithinate(1-). C(C[C@@H](C(=O)O)NC(=O)CCC(=O)O)CN